2-(5-fluoro-3-(3-(4-(trifluoromethyl)phenyl)ureido)-1H-indole-1-carbonyl)benzyl-dimethylglycine FC=1C=C2C(=CN(C2=CC1)C(=O)C1=C(CC(N(C)C)C(=O)O)C=CC=C1)NC(=O)NC1=CC=C(C=C1)C(F)(F)F